ClC=1C=C(C=CC1)[C@@H]1[C@H](C1)C(=O)NC1=NC=C(C(=C1)NCC=1N=C2N(C=C(C=C2)C2CC2)C1)F |r| rac-(1S*,2S*)-2-(3-chlorophenyl)-N-(4-(((6-cyclopropylimidazo[1,2-a]pyridin-2-yl)methyl)amino)-5-fluoropyridin-2-yl)cyclopropane-1-carboxamide